N-[(1S)-1-(4-bromo-3-methylphenyl)-2,2,2-trifluoroethyl]-N-methyl-1,1-dioxo-1λ6-thiane-4-carboxamide BrC1=C(C=C(C=C1)[C@@H](C(F)(F)F)N(C(=O)C1CCS(CC1)(=O)=O)C)C